S-(6-((3-(triethoxysilyl) propyl) thio) hexyl) thiooctanoate C(CCCCCCC)(=O)SCCCCCCSCCC[Si](OCC)(OCC)OCC